1-(4-((2-(1H-imidazol-2-yl)ethyl)amino)-6-methylpyrimidin-2-yl)-3-(naphthalen-2-yl)urea N1C(=NC=C1)CCNC1=NC(=NC(=C1)C)NC(=O)NC1=CC2=CC=CC=C2C=C1